(S)-2-((4-(6-((3-cyano-1-methyl-1H-indazol-6-yl)methoxy)pyridin-2-yl)piperidine-1-yl)methyl)-1-(oxetan-2-ylmethyl)-1H-benzo[d]imidazole-6-carboxylate C(#N)C1=NN(C2=CC(=CC=C12)COC1=CC=CC(=N1)C1CCN(CC1)CC1=NC2=C(N1C[C@H]1OCC1)C=C(C=C2)C(=O)[O-])C